2-(2-hydroxy-3,5-di-tert-butylphenyl)-5-chlorobenzo-triazole OC1=C(C=C(C=C1C(C)(C)C)C(C)(C)C)N1N=C2C(=N1)C=CC(=C2)Cl